C(C)N1N=CC(=C1C(=O)OCC)C ethyl 1-ethyl-4-methyl-1H-pyrazole-5-carboxylate